C(CCC)N1N=CC=2CC(CCC12)N 1-butyl-4,5,6,7-tetrahydro-1H-indazol-5-ylamine